1-(3-chloro-2-methyl-phenyl)-5-oxo-pyrrolidine-3-carboxylic acid ClC=1C(=C(C=CC1)N1CC(CC1=O)C(=O)O)C